CNC(=O)C1=NN2C(CN(CC2)C(=O)OCC2=CC=CC=C2)=N1 benzyl 2-(methylcarbamoyl)-6,8-dihydro-5H-[1,2,4]triazolo[1,5-a]pyrazine-7-carboxylate